(2R,4R)-1-(3-chloro-2-fluorobenzyl)-4-((3,5-difluoro-6-((5-methyl-1H-pyrazol-3-yl)amino)-4-(4-methylpiperazine-1-carbonyl)-pyridin-2-yl)methyl)-2-methylpiperidine-4-carboxylic acid ClC=1C(=C(CN2[C@@H](C[C@@](CC2)(C(=O)O)CC2=NC(=C(C(=C2F)C(=O)N2CCN(CC2)C)F)NC2=NNC(=C2)C)C)C=CC1)F